CC=1OC=C(N1)C1=CC2=CC=CC=C2C=C1 2-methyl-4-naphthalen-2-yl-oxazole